N-ethoxymethyl-N-(propoxymethyl)methacrylamide C(C)OCN(C(C(=C)C)=O)COCCC